2-(1H-PYRROL-3-YL)PROPANAL N1C=C(C=C1)C(C=O)C